2-KETO-D-GLUCONATE C(C(C(C(C(=O)C(=O)O)O)O)O)O